NC1=C(C=C(C=C1)NC(C=C)=O)Cl N-(4-amino-3-chlorophenyl)acrylamide